3-[(1R)-1-amino-8-azaspiro[4.5]dec-8-yl]-6-(2,3-dichlorophenyl)-5-hydroxy-2-pyridinemethanol N[C@@H]1CCCC12CCN(CC2)C=2C(=NC(=C(C2)O)C2=C(C(=CC=C2)Cl)Cl)CO